C(C)(C)C=1C=CC(=NC1)C=1C=CC(=C(C1)NCC(=O)O)C (5-(5-isopropylpyridin-2-yl)-2-methylphenyl)glycine